(S)-1-(3-(6-chloro-7-fluoro-3-(1H-imidazol-1-yl)-5-methoxy-1-methyl-1H-indol-2-yl)-1H-1,2,4-triazol-5-yl)-2,2,2-trifluoroethan-1-ol ClC1=C(C=C2C(=C(N(C2=C1F)C)C1=NNC(=N1)[C@@H](C(F)(F)F)O)N1C=NC=C1)OC